(3R)-N-methyl-1-(6'H,8'H-spiro[cyclopentane-1,7'-pyrimido[5,4-b][1,4]oxazin]-4'-yl)pyrrolidin-3-amine CN[C@H]1CN(CC1)C1=NC=NC2=C1OCC1(N2)CCCC1